(2S)-2-(7-chloro-1,1-dioxo-3,4-dihydro-2H-benzo[e][1,2]thiazin-2-yl)-3-(6-fluoro-2,3-dimethylphenyl)butanehydrazide ClC1=CC2=C(CCN(S2(=O)=O)[C@H](C(=O)NN)C(C)C2=C(C(=CC=C2F)C)C)C=C1